(4-methylthieno[3,2-c]pyridin-6-yl) trifluoromethanesulfonate FC(S(=O)(=O)OC1=CC2=C(C(=N1)C)C=CS2)(F)F